4-CYCLOPROPYL-3-(IMIDAZO[1,2-A]PYRIDIN-5-YL)-N-(2-(TRIFLUOROMETHYL)PYRIDIN-4-YL)ISOTHIAZOLE-5-CARBOXAMIDE C1(CC1)C=1C(=NSC1C(=O)NC1=CC(=NC=C1)C(F)(F)F)C1=CC=CC=2N1C=CN2